tert-butyl [2-(2,4-dimethyl-1,3-thiazol-5-yl)-2-oxoethyl]carbamate CC=1SC(=C(N1)C)C(CNC(OC(C)(C)C)=O)=O